FC1=C(C(=O)OC(C2=C(C=CC=C2)F)=O)C=CC=C1 2-fluorobenzoic anhydride